NC1=C2N=C(N(C2=NC(=N1)F)CC=1C=C(CSCCCO)C=CC1)Br 3-((3-((6-amino-8-bromo-2-fluoro-9H-purine-9-yl)methyl)benzyl)thio)propan-1-ol